FC1=C(CC2=NC3=C(N2CCOC)C=C(C=C3)C(=O)O)C=C(C(=C1)C1=NC(=CC=C1)OCC1=C(C=C(C=C1)C=1C(=NC=CC1)C)F)F 2-(2,5-difluoro-4-(6-((2-fluoro-4-(2-methylpyridin-3-yl)benzyl)oxy)pyridin-2-yl)benzyl)-1-(2-methoxyethyl)-1H-benzo[d]imidazole-6-carboxylic acid